C(C1=CC=CC=C1)OC1=C(C=O)C=C(C(=C1)C)C=1C(=NC(=NC1)NC1=C(C=C(C=C1)N1CCC(CC1)N1CCN(CC1)C)OC)NC1=CC=CC=C1 2-(benzyloxy)-5-[2-({2-methoxy-4-[4-(4-methylpiperazin-1-yl)piperidin-1-yl]phenyl}amino)-4-(phenylamino)pyrimidin-5-yl]-4-methylbenzaldehyde